C(OCC=C)(OCC=C)=O bis-allyl carbonate